3-[(2-ethoxyethyl)thio]propionic acid C(C)OCCSCCC(=O)O